BrC1=CC(=C(C2=C1OCCCC2)Cl)F 9-bromo-6-chloro-7-fluoro-2,3,4,5-tetrahydro-benzo[b]oxepine